5-[5-Iodo-2-isopropyl-4-(2-methoxy-ethoxy)-phenoxy]-pyrimidine-2,4-diamine IC=1C(=CC(=C(OC=2C(=NC(=NC2)N)N)C1)C(C)C)OCCOC